C(C=C)(=O)N1CC2N(C3=C(C=NC4=C(C(=NC=C34)C3=CC=CC4=CC=CC(=C34)Cl)F)N(C2=O)C)CC1CS(=O)(=O)C 10-acryloyl-3-(8-chloronaphthalen-1-yl)-4-fluoro-7-methyl-11-((methylsulfonyl)methyl)-9,10,11,12-tetrahydro-7H-pyrazino[1',2':4,5]pyrazino[2,3-c][1,6]naphthyridin-8(8aH)-one